[N+](=[N-])=CC(CC[C@@H](C(=O)OC(C)C)NC([C@H](CO)C)=O)=O isopropyl (S)-6-diazo-2-((S)-3-hydroxy-2-methylpropanamido)-5-oxohexanoate